C(C1=CC=CC=C1)OC1=CC=C(C=C1)C=1SC=C(N1)C(=O)NCCN1CCCCC1 2-(4-(benzyloxy)phenyl)-N-(2-(piperidin-1-yl)ethyl)thiazole-4-carboxamide